NC1=C2N=C(N(C2=NC(=N1)OCCCC)CC1=C(C=C(C=C1)CN1CCNCC1)OC)O 6-amino-2-butoxy-9-(2-methoxy-4-(piperazin-1-ylmethyl)benzyl)-9H-purin-8-ol